FC1=CC=C(C=C1)SCC=1N=C2N(C=C(C=C2)C2=NOC(=N2)C(F)(F)F)C1 3-(2-(((4-fluorophenyl)thio)methyl)imidazo[1,2-a]pyridin-6-yl)-5-(trifluoromethyl)-1,2,4-oxadiazole